ClC1=CC=C(C=C1)C1=NC(=NC(=C1)C1=CC(=CC=C1)C=1C=NC=CC1)C1=CC=2C=CC3=CC=CC=C3C2C=C1 4-(4-chloro-phenyl)-2-(phenanthren-2-yl)-6-{3-(pyridin-3-yl)-phenyl}-pyrimidine